BrC1=NN(C2=CC=CC=C12)[C@H]1CN(CCC1)C(=O)OC(C)(C)C tert-butyl (R)-3-(3-bromo-1H-indazol-1-yl)piperidine-1-carboxylate